OC=1C=C(C=C(C#N)C#N)C=CC1O 3,4-Dihydroxybenzalmalononitrile